C(C=C)(=O)O.C(C=C)(=O)O.C(C(C)(C)C)(=O)O.OC(O)C(C)(CO)C hydroxyl-neopentyl glycol pivalate diacrylate